C1C=CC2=CC3=CC=CC12C3 5,8a-methanoazulen